2-chloro-5,9-dioxa-13b-boranaphtho[3,2,1-de]anthracene ClC=1C=CC=2OC=3C=CC=C4OC=5C=CC=CC5B(C34)C2C1